FC1(C(CNCC1)NC(=O)C1=C(OC2=C1C=C(C=C2)OCC=2C(=NC=CC2)C(F)(F)F)C)F N-(4,4-difluoropiperidin-3-yl)-2-methyl-5-((2-(trifluoromethyl)pyridin-3-yl)methoxy)benzofuran-3-carboxamide